(R)-(3,3-difluorocyclobutyl)(5-(2-methyl-2H-pyrazolo[3,4-b]pyridin-5-yl)thieno[3,2-b]pyridin-2-yl)methanol FC1(CC(C1)[C@@H](O)C1=CC2=NC(=CC=C2S1)C1=CC=2C(N=C1)=NN(C2)C)F